4-[4-[4-[(5-bromo-1-methyl-imidazole-2-carbonyl)amino]-2-chloro-benzoyl]Piperazine-1-carbonyl]-piperidine-1-carboxylic acid tert-butyl ester C(C)(C)(C)OC(=O)N1CCC(CC1)C(=O)N1CCN(CC1)C(C1=C(C=C(C=C1)NC(=O)C=1N(C(=CN1)Br)C)Cl)=O